C(CCCCCCCCCCCCCCCCC)(=O)[O-].C(CCCCCCCCCCCCCCCCC)(=O)[O-].C(C(O)CO)P(=O)=C(O)C[N+](C)(C)C.C(C(O)CO)P(=O)=C(O)C[N+](C)(C)C glyceryl-phosphorylcholine distearate